BrCC(=O)C1=CC(=NC=C1)C1CN(CC1)C(=O)OC(C)(C)C tert-butyl 3-(4-(2-bromoacetyl)pyridin-2-yl)pyrrolidine-1-carboxylate